trans-N-{4-[2-[4-(2,3-dichlorophenyl)-piperazine-1-yl]-ethyl]-cyclohexyl}-N',N-dimethylurea hydrochloride salt Cl.ClC1=C(C=CC=C1Cl)N1CCN(CC1)CC[C@@H]1CC[C@H](CC1)N(C(=O)NC)C